ethyl N-cyclopropyl-N-(2-(5'-fluoro-2'-methyl-3-(piperidin-4-yl)-1H,2'H-[4,6'-biindazol]-1-yl)acetyl)glycylglycinate hydrochloride Cl.C1(CC1)N(CC(=O)NCC(=O)OCC)C(CN1N=C(C=2C(=CC=CC12)C=1C(=CC2=CN(N=C2C1)C)F)C1CCNCC1)=O